Azetaldehyd CC=O